4-methyl(prop-2-ynyl)amino-3,5-xylyl methylcarbamate CNC(OC1=C(C(=C(C(=C1)C)C)C)NCC#C)=O